ClC1=C(C=CC(=C1)S(=O)(=O)C)C=1C=CC(=NC1)C1CN(C1)C(CC[C@H]1NC(OC1)=O)=O (4R)-4-[3-[3-[5-(2-Chloro-4-methylsulfonyl-phenyl)-2-pyridyl]azetidin-1-yl]-3-oxo-propyl]oxazolidin-2-one